C(\C=C/C(=O)O)(=O)O.C(\C=C/C(=O)O)(=O)O.FO fluoroalcohol dimaleate